C(C1=CC=CC=C1)[C@@H]1N(CCCCC1)C1=NC(=CC(=C1)N1CCOCC1)OCC1=CC=C(C=C1)OC (R)-4-(2-(2-benzylazepan-1-yl)-6-((4-methoxybenzyl)oxy)pyridin-4-yl)morpholine